(S)-N-(chroman-4-yl)-2-(2-methylpyridin-3-yl)benzo[d]Thiazole-6-carboxamide O1CC[C@@H](C2=CC=CC=C12)NC(=O)C1=CC2=C(N=C(S2)C=2C(=NC=CC2)C)C=C1